1-allyl-5-(1H-tetrazol-5-yl)-1H-indole-3-carbaldehyde C(C=C)N1C=C(C2=CC(=CC=C12)C1=NN=NN1)C=O